C(C)OC(C(C#N)C1=C2C(=NC(=C1)N1[C@@H](COCC1)C)C(=NS2)Cl)=O 2-{3-chloro-5-[(3R)-3-methylmorpholin-4-yl]-[1,2]Thiazolo[4,5-b]Pyridin-7-yl}-2-cyanoacetic acid ethyl ester